FC1=NC(=C(C=C1NS(=O)(=O)C)Br)OC N-(2-fluoro-6-methoxy-5-bromo-3-pyridinyl)methanesulfonamide